decan-1-one C(CCCCCCCCC)=O